biotinyl-adenine C(CCCC[C@@H]1SC[C@@H]2NC(=O)N[C@H]12)(=O)C1=NC(=C2NC=NC2=N1)N